COC=1CCCCCN1 7-methoxy-3,4,5,6-tetrahydro-2H-azepine